C(#N)[C@@H](C[C@H]1C(NCCC1)=O)NC(=O)[C@@H]1N([C@@H]2CC([C@H]1CC2)(F)F)C(=O)C=2NC1=CC=CC(=C1C2)OC (1S,3R,4S)-N-((R)-1-cyano-2-((S)-2-oxopiperidin-3-yl)ethyl)-5,5-difluoro-2-(4-methoxy-1H-indole-2-carbonyl)-2-azabicyclo[2.2.2]octane-3-carboxamide